C(N)([O-])=O (R)-carbamate